3-[[(1R)-1-(3,6-Dimethyl-4-oxo-2-phenyl-chromen-8-yl)ethyl]amino]-6-(trifluoromethyl)-pyridine-2-carboxylic acid CC1=C(OC2=C(C=C(C=C2C1=O)C)[C@@H](C)NC=1C(=NC(=CC1)C(F)(F)F)C(=O)O)C1=CC=CC=C1